ClC=1C(=NC=CC1C1=C(C(=CC=C1)NC1=NC=CC(=C1F)CNC1CCOCC1)Cl)C1=CC(=C(CNC[C@@H]2CCC(N2)=O)C(=C1)OC)F (S)-5-(((4-(3-chloro-4-(2-chloro-3-((3-fluoro-4-(((tetrahydro-2H-pyran-4-yl)amino)methyl)pyridin-2-yl)amino)phenyl)pyridin-2-yl)-2-fluoro-6-methoxybenzyl)amino)methyl)pyrrolidin-2-one